2-(4,4-difluorocyclohexyl)acetic acid FC1(CCC(CC1)CC(=O)O)F